4-(4-(4-acetylpiperazin-1-yl)-3,5-difluorophenyl)piperidine-2,6-dione C(C)(=O)N1CCN(CC1)C1=C(C=C(C=C1F)C1CC(NC(C1)=O)=O)F